2-(1-(6-methoxyquinolin-4-yl)piperidin-4-yl)propionitrile COC=1C=C2C(=CC=NC2=CC1)N1CCC(CC1)C(C#N)C